L-arabinaric acid O=C([C@H](O)[C@@H](O)[C@@H](O)C(=O)O)O